(3S,5S)-2-piperidone N1C(CCCC1)=O